C(CCCCCCCC(=O)OCC1(COC(OC1)(C)C)COC(CCCCCCCC(=O)OCC\C=C/CCCCC)=O)(=O)OCC\C=C/CCCCC O9-[[2,2-dimethyl-5-[[9-[(Z)-non-3-enoxy]-9-oxo-nonanoyl]oxymethyl]-1,3-dioxan-5-yl] methyl] O1-[(Z)-non-3-enyl] nonanedioate